propyl-aminoethanol C(CC)C(C)(O)N